ethylene ethoxysulfite C(C)OS1(=O)OCCO1